(E)-2-(4-phenyl-1H-1,2,3-triazol-1-yl)-N'-(3,4,5-trimethoxybenzylidene)acethydrazide C1(=CC=CC=C1)C=1N=NN(C1)CC(=O)N/N=C/C1=CC(=C(C(=C1)OC)OC)OC